N1N=CC2=CC=C3C(=C12)C=CO3 furo[2,3-g]indazole